(M)-(R)-9-(4-(4-(aminomethyl)-1-oxo-1,2-dihydrophthalazin-6-yl)-1-(methyl-d3)-1H-pyrazol-5-yl)-8-fluoro-1,2,4a,5-tetrahydro-4H-benzo[b][1,4]oxazino[4,3-d][1,4]oxazine-10-carbonitrile NCC1=NNC(C2=CC=C(C=C12)C=1C=NN(C1C1=C(C2=C(OC[C@@H]3N2CCOC3)C=C1F)C#N)C([2H])([2H])[2H])=O